4-{3-[(methylamino)carbonyl]phenyl}benzoic acid CNC(=O)C=1C=C(C=CC1)C1=CC=C(C(=O)O)C=C1